4-bromo-2-chloro-6-fluoro-benzaldehyde BrC1=CC(=C(C=O)C(=C1)F)Cl